(S)-2-amino-3-(4-(5-(3,4-dimethoxyphenyl)-1,2,4-oxadiazol-3-yl)phenyl)propanoic acid hydrochloride Cl.N[C@H](C(=O)O)CC1=CC=C(C=C1)C1=NOC(=N1)C1=CC(=C(C=C1)OC)OC